ClC=1N=C(C2=C(N1)C(=C(N=C2)Cl)F)N(C2CCN(CC2)C(=O)OC(C)(C)C)C tert-butyl 4-((2,7-dichloro-8-fluoropyrido[4,3-d]pyrimidin-4-yl)(methyl)amino)piperidine-1-carboxylate